Diethyl-ascorbic acid C(C)C([C@@H]([C@@H]1C(=C(C(=O)O1)O)O)O)(O)CC